COC(=O)N[C@H]1C[C@@H](CC1)N1C(N(C=2C=NC(=CC21)NC2=CC=CC(=N2)C(=O)OC)C)=O methyl 6-((1-((1R,3R)-3-((methoxycarbonyl)amino)cyclopentyl)-3-methyl-2-oxo-2,3-dihydro-1H-imidazo[4,5-c]pyridin-6-yl)amino)picolinate